C1(CC1)COC=1C(=NC(=NC1)S(=O)(=O)C)C=1C2=C(C(N(C1)C)=O)OC=C2 4-[5-(cyclopropylmethoxy)-2-methyl-sulfonylpyrimidin-4-yl]-6-methylfuro[2,3-c]pyridin-7-one